COC(=O)C1NCCC(C1)N1CCC(CC1)C=1C=C2C(=C(NC2=CC1)C1=CC(=NC=C1)C)C(C)C 4-(3-isopropyl-2-(2-methylpyridin-4-yl)-1H-indol-5-yl)-[1,4'-bi-piperidine]-2'-carboxylic acid methyl ester